m-hydroxyphenylcresol-formaldehyde OC1(C(C(=CC=C1C1=CC=CC=C1)O)C)C=O